CC1=C(C=C(C=C1O)C=CC=CC=CCCCCCCCCC)O 2-Methyl-5-pentadeca-1,3,5-trienylbenzene-1,3-diol